4-(1-benzyl-3-methyl-1H-pyrazol-4-yl)aniline C(C1=CC=CC=C1)N1N=C(C(=C1)C1=CC=C(N)C=C1)C